5-[(1E)-3-(2-fluoroethyl)triaz-1-en-1-yl]-1H-imidazole-4-carboxamide FCCN/N=N/C1=C(N=CN1)C(=O)N